N,N,N-tributyl-N-(3-butenyl)ammonium C(CCC)[N+](CCC=C)(CCCC)CCCC